CC1=CC=C(C=C1)S(=O)(=O)NC1=CC=C(C=C1)C1=C2C(=NC(=C1)NC(=O)C1CC1)NC=C2 N-(4-(4-((4-methylphenyl)sulfonamido)phenyl)-1H-pyrrolo[2,3-b]pyridin-6-yl)cyclopropylcarboxamide